methyl 4-((3-hydroxy-1-methylcyclobutyl) ethynyl)-2-methoxybenzoate OC1CC(C1)(C)C#CC1=CC(=C(C(=O)OC)C=C1)OC